pyrido[2,3-d]pyrimidin-7(8H)-one-5-d N1=CN=CC2=C1NC(C=C2[2H])=O